1-(3,5-Difluoropyridin-2-yl)-7-[(3R,4R)-3,4-dihydroxypyrrolidin-1-yl]-6-fluoro-4-oxo-1,4-di-hydro-1,8-naphthyridine-3-carboxylic acid FC=1C(=NC=C(C1)F)N1C=C(C(C2=CC(=C(N=C12)N1C[C@H]([C@@H](C1)O)O)F)=O)C(=O)O